(2S)-4-Bromo-5-chloro-6-fluoro-3-hydroxy-3-methyl-2-phenyl-2,3-dihydrobenzofuran-2-carbonitrile BrC1=C(C(=CC2=C1C([C@@](O2)(C#N)C2=CC=CC=C2)(C)O)F)Cl